BrC=1C=C2C(=CC1)NC([C@@]21CN([C@@H](C1)C(=O)N)C([C@@H](NC([2H])([2H])[2H])CC(C)C)=O)=O (3R,5'S)-5-bromo-1'-((methyl-d3)-L-leucyl)-2-oxospiro[indoline-3,3'-pyrrolidine]-5'-Formamide